ClC1=C(C=C2C=C(N=CC2=C1)NC(=O)[C@@H]1[C@H](C1)C=1C=NC=NC1)N1CCC(CC1)(F)C#N (1S,2S)-N-[7-chloro-6-(4-cyano-4-fluoro-1-piperidinyl)-3-isoquinolinyl]-2-pyrimidin-5-yl-cyclopropanecarboxamide